selenium Gallium barium [Ba].[Ga].[Se]